2-(4-(2-((3-(Bis(2-hydroxydecyl)amino)propyl)disulfaneyl)ethyl)piperazin-1-yl)ethyl 4-(bis(2-hydroxytetradecyl)amino)butanoate OC(CN(CCCC(=O)OCCN1CCN(CC1)CCSSCCCN(CC(CCCCCCCC)O)CC(CCCCCCCC)O)CC(CCCCCCCCCCCC)O)CCCCCCCCCCCC